2,2-difluoro-1-(4-nitro-1H-indol-3-yl)ethane-1-ol Tert-butyl-N-[2-[2-[2-[2-[[2-(2,6-dioxo-3-piperidyl)-1,3-dioxo-isoindolin-4-yl]amino]ethoxy]ethoxy]ethoxy]ethyl]carbamate C(C)(C)(C)N(C(=O)OC(C(F)F)C1=CNC2=CC=CC(=C12)[N+](=O)[O-])CCOCCOCCOCCNC1=C2C(N(C(C2=CC=C1)=O)C1C(NC(CC1)=O)=O)=O